OC1=C2C=3C=CC=CC3C3=C(C2=CC=C1)C=CC=C3 hydroxybenzophenanthrene